N-cyclohexyl-N-ethyl-3-{2-[(4-ethylpiperidin-1-yl)methyl]-1H-benzimidazol-1-yl}propanamide C1(CCCCC1)N(C(CCN1C(=NC2=C1C=CC=C2)CN2CCC(CC2)CC)=O)CC